O=CCC(C(=O)N)CC (2-oxoethyl)butanamide